O=C1NC(CCC1N1C(C2=CC=C(C=C2C1=O)NCCCCCC(=O)N1CCC(CC1)N1N=CC(=C1)C1=NC2=C(C=CC=C2N=C1)N1CCN(CC1)C)=O)=O (2,6-Dioxopiperidin-3-yl)-5-((6-(4-(4-(8-(4-methylpiperazin-1-yl)quinoxalin-2-yl)-1H-pyrazol-1-yl)piperidin-1-yl)-6-oxohexyl)amino)isoindoline-1,3-dione